NC1=C(C(=O)O)C=C(N=C1Br)Cl 3-amino-2-bromo-6-chloroisonicotinic acid